furane-2,4(3H,5H)-dione O1C(CC(C1)=O)=O